butyl-trimethyl-ammonium bromide salt [Br-].C(CCC)[N+](C)(C)C